4-[2-(2-Methoxy-4-{[(trifluoromethyl)sulfonyl]oxy}phenyl)-4-oxo-4H-pyrido[1,2-a]pyrimidin-7-yl]-3,6-dihydropyridin COC1=C(C=CC(=C1)OS(=O)(=O)C(F)(F)F)C=1N=C2N(C(C1)=O)C=C(C=C2)C=2CC=NCC2